ClC=1C=C(C=NC1)COCC(=O)NC12CC(C1)(C2)C=2OC(=NN2)C2(CCC2)OC(F)(F)F 2-[(5-chloro-3-pyridyl)methoxy]-N-[3-[5-[3-cis-(trifluoromethoxy)cyclobutyl]-1,3,4-oxadiazol-2-yl]-1-bicyclo[1.1.1]pentanyl]acetamide